FC(OC=1C=C2CCC=CC2=CC1)F 6-(difluoromethoxy)-3,4-dihydronaphthalene